7-Chloro-N-(6-(4-isopropyl-4H-1,2,4-triazol-3-yl)pyridin-2-yl)-1H-benzo[d]imidazole-2-carboxamide ClC1=CC=CC2=C1NC(=N2)C(=O)NC2=NC(=CC=C2)C2=NN=CN2C(C)C